CC1(C2=CC=3B4C5=C(C=CC=C5OC3C=C2C2=C3C(C=CC=C13)=C(C=C2)N(C2=CC=CC=C2)C2=CC=CC=C2)OC=2C=CC=CC24)C 17,17-Dimethyl-N,N-diphenyl-17H-5,9-dioxa-18b-borabenzo[de]naphtho[3,2,1-op]pentacen-13-amine